CC1=NC(=NO1)C1=NC=C(C=N1)C1=CC=CC=2N1N=CC2C(=O)N2CCCCC2 [7-[2-(5-methyl-1,2,4-oxadiazol-3-yl)pyrimidin-5-yl]pyrazolo[1,5-a]pyridin-3-yl]-(1-piperidyl)methanone